CNC(C1=CC=C(C=C1)NC1=NC=C(C(=N1)NCC1=C(C=CC=C1)N(S(=O)(=O)C)C)C(F)(F)F)=O N-methyl-4-{[4-({2-[methyl(methylsulfonyl)amino]benzyl}amino)-5-(trifluoromethyl)pyrimidin-2-yl]amino}benzamide